6-Bromo-2-(((3-(1-ethyl-1H-1,2,4-triazol-3-yl)-4-methoxy-5-nitrobenzyl)oxy)methyl)-3-fluoropyridine BrC1=CC=C(C(=N1)COCC1=CC(=C(C(=C1)[N+](=O)[O-])OC)C1=NN(C=N1)CC)F